O1COC2=C1C=CC=C2CNCC2=CC(=NC=C2)N2CC(CC(C2)C)C N-(1,3-benzodioxol-4-ylmethyl)-1-[2-(3,5-dimethyl-1-piperidyl)-4-pyridyl]methanamin